CC1N(CCCC1)S(=O)(=O)N 2-methylpiperidine-1-sulfonamide